1,6-Dimethyl-4-[cis-3-methyl-4-(3-methyl-5-piperazin-1-yl-pyrazin-2-yl)-1-piperidinyl]pyrazolo[3,4-b]pyridine CN1N=CC=2C1=NC(=CC2N2C[C@H]([C@H](CC2)C2=NC=C(N=C2C)N2CCNCC2)C)C